4-((6-methoxy-2-(pyrrolidin-1-yl)-7-(3-(pyrrolidin-1-yl)propoxy)quinazolin-4-yl)amino)tetrahydro-2H-thiopyran 1,1-dioxide COC=1C=C2C(=NC(=NC2=CC1OCCCN1CCCC1)N1CCCC1)NC1CCS(CC1)(=O)=O